ytterbium aluminum silicate [Si]([O-])([O-])([O-])[O-].[Al+3].[Yb+3]